(2S,4R)-1-[(2S)-2-(4-cyclopropyltriazol-1-yl)-3,3-dimethyl-butanoyl]-N-[1-(4-fluoro-1-naphthyl)ethyl]-4-hydroxy-pyrrolidine-2-carboxamide C1(CC1)C=1N=NN(C1)[C@H](C(=O)N1[C@@H](C[C@H](C1)O)C(=O)NC(C)C1=CC=C(C2=CC=CC=C12)F)C(C)(C)C